ClCCN(C1=CC2=C(N(C(=N2)CC[C@@H](C(=O)OCC)NC(=O)OC(C)(C)C)C)C=C1)CCCl ethyl (2S)-4-[5-[bis(2-chloroethyl)amino]-1-methyl-benzimidazol-2-yl]-2-(tert-butoxycarbonylamino)butanoate